OC1=C(C(=CC=C1)OCC1=CC=CC=C1)C(\C=C\C1=CC=C(C=C1)OCOC)=O (E)-1-(2-Hydroxy-6-phenylmethoxyphenyl)-3-[4-(methoxymethoxy)phenyl]prop-2-en-1-one